C(C1=CC=CC=C1)OC1=C(C=C(C=C1)[N+](=O)[O-])C(=C)C 1-(benzyloxy)-4-nitro-2-(prop-1-en-2-yl)benzene